N-hydroxy-5-(trifluoromethyl)pyridineamide ONC(=O)C1=NC=C(C=C1)C(F)(F)F